N1=CN=C2NC=NC2=C1C=1C(=NC=CC1)NC=1C=C(C=C(C1C)F)NC(C1=CC(=NC=C1)C1(CC1)C#N)=O N-(3-((3-(9H-purin-6-yl)pyridin-2-yl)amino)-5-fluoro-4-methylphenyl)-2-(1-cyanocyclopropyl)isonicotinamide